C(C1=CC=CC=C1)OC(=O)N([C@@H](C(=O)OC)CCC1=CC=CC=C1)CCNC(=O)OC(C)(C)C methyl (2R)-2-[benzyloxycarbonyl-[2-(tert-butoxycarbonylamino)ethyl]amino]-4-phenyl-butanoate